ClC1=CC=C(C=C1)C1=CC(=NC=C1)N1CCNCC1 1-[4-(4-chlorophenyl)pyridin-2-yl]Piperazine